1-(((5s,7s)-3-((4-ethoxypyridin-2-yl)methyl)-7-methyl-2-oxo-1-oxa-3-azaspiro[4.5]decan-7-yl)methyl)-1H-benzo[d]imidazole-6-carbonitrile C(C)OC1=CC(=NC=C1)CN1C(O[C@]2(C1)C[C@@](CCC2)(C)CN2C=NC1=C2C=C(C=C1)C#N)=O